sodium tetra(phenoxy)borate O(C1=CC=CC=C1)[B-](OC1=CC=CC=C1)(OC1=CC=CC=C1)OC1=CC=CC=C1.[Na+]